(2R,4R)-1-((4,5-dichlorothiophen-2-yl)methyl)-4-((3-fluoro-6-((5-methyl-1H-pyrazol-3-yl)amino)pyridin-2-yl)methyl)-2-methyl-piperidine-4-carboxylic acid ClC=1C=C(SC1Cl)CN1[C@@H](C[C@@](CC1)(C(=O)O)CC1=NC(=CC=C1F)NC1=NNC(=C1)C)C